N[C@@H](C)C(=O)[O-].[K+] Potassium alaninate